3-(5-((4-(6-((6-acetyl-8-cyclopentyl-5-methyl-7-oxo-7,8-dihydropyrido[2,3-d]pyrimidin-2-yl)amino)pyridin-3-yl)piperazin-1-yl)methyl)pyridin-3-yl)piperidine-2,6-dione C(C)(=O)C1=C(C2=C(N=C(N=C2)NC2=CC=C(C=N2)N2CCN(CC2)CC=2C=C(C=NC2)C2C(NC(CC2)=O)=O)N(C1=O)C1CCCC1)C